ethyl 7-[(1S,2S)-2-(hydroxymethyl)cyclopropyl]imidazo[1,2-a]pyridine-3-carboxylate OC[C@@H]1[C@H](C1)C1=CC=2N(C=C1)C(=CN2)C(=O)OCC